O1CC(CC(C1)=O)=O 2H-pyran-3,5(4H,6H)-dione